CC1(OCC(OCCO1)C1CCCCCCC1)C 4,4-dimethyl-3,5,8-trioxabicyclooctane